(S)-1-((trifluorobornyl)methyl)pyrrolidin-3-ol FC(C12C(CC(CC1)C2(C)C)CN2C[C@H](CC2)O)(F)F